C(C1=CC=CC=C1)[C@H]1N(C(OC1)=O)C([C@@H](CCCC(OC)(OC)C1=CC(=C(C(=C1)F)F)Br)C)=O (R)-4-benzyl-3-((R)-6-(3-bromo-4,5-difluorophenyl)-6,6-dimethoxy-2-methylhexanoyl)oxazolidin-2-one